N-(5-(2-(((1r,4r)-4-(dimethylamino)cyclohexyl)amino)-8-isopropyl-7-oxo-7,8-dihydropyrido[2,3-d]pyrimidin-6-yl)-3-fluoropyridin-2-yl)-3,3,3-trifluoropropane-1-sulfonamide CN(C1CCC(CC1)NC=1N=CC2=C(N1)N(C(C(=C2)C=2C=C(C(=NC2)NS(=O)(=O)CCC(F)(F)F)F)=O)C(C)C)C